BrC1=C(C(=C(C=C1)OC)OCCC)F 1-Bromo-2-fluoro-4-methoxy-3-propoxybenzene